(3-(2-((3,3-Difluoro-2-hydroxypropyl)amino)-5-(trifluoromethyl)pyrimidin-4-yl)-1H-indole-7-yl)dimethylphosphine oxide FC(C(CNC1=NC=C(C(=N1)C1=CNC2=C(C=CC=C12)P(C)(C)=O)C(F)(F)F)O)F